C(CCC)OC1=C(N=CC=2N1N=C(N2)NC2CCN(CC2)S(=O)(=O)C)C=2C=NNC2 5-butoxy-N-(1-(methylsulfonyl)piperidin-4-yl)-6-(1H-pyrazol-4-yl)-[1,2,4]triazolo[1,5-a]pyrazin-2-amine